C(C)(C)N(C(C)C)C(C)(C)O[Si](OC(C)C)(OC(C)C)C N,N-Diisopropylamino-methyl-triisopropoxysilan